COC1=CC=C(CC(COC=2C=CC=NC2)OC(=O)NCC2=CC=C(C=C2)N(C)C)C=C1 5-[(4-methoxybenzyl)(4-dimethylaminobenzyl)aminocarbonyloxyethoxy]pyridine